C(C#CC)(=O)N1CC2=CC(=CC=C2CC1)C1=C2C(=C(NC2=C(C=C1F)C(=O)N)C)C 4-(2-(but-2-ynoyl)-1,2,3,4-tetrahydroisoquinolin-7-yl)-5-fluoro-2,3-dimethyl-1H-indole-7-carboxamide